1,3-Bis(2,4,6-trimethylphenyl)imidazolinium chlorid [Cl-].CC1=C(C(=CC(=C1)C)C)[NH+]1CN(CC1)C1=C(C=C(C=C1C)C)C